decyl Dibutylsebacate C(CCC)C(C(=O)OCCCCCCCCCC)(CCCCCCCC(=O)[O-])CCCC